(3-(4-((5-methylthiazol-2-yl)oxy)phenyl)-1,2,4-oxadiazol-5-yl)methacrylic acid CC1=CN=C(S1)OC1=CC=C(C=C1)C1=NOC(=N1)C=C(C(=O)O)C